6-methyl-8-oxo-7-(thiophen-3-yl)-1,3,4,8-tetrahydropyrido[2,1-c][1,4]Oxazine-9-carboxylic acid CC1=C(C(C(=C2COCCN21)C(=O)O)=O)C2=CSC=C2